CN(CCC(C(=O)N)CCCCCC\C=C/CCCCCCCC)C (2-(dimethylamino)ethyl)oleamide